2,6-dimethyl-4-(m-nitrophenyl)-1,4-dihydropyridine-3,5-dicarboxylic acid chloroethyl ester ClCCOC(=O)C1=C(NC(=C(C1C1=CC(=CC=C1)[N+](=O)[O-])C(=O)O)C)C